CC1(OB(OC1(C)C)C=1C2=C(OCCC1)C=C(C=C2)C(=O)OC)C methyl 5-(4,4,5,5-tetramethyl-1,3,2-dioxaborolan-2-yl)-2,3-dihydrobenzo[b]oxepine-8-carboxylate